C1(=CC=CC=C1)C1=NC(=NC(=N1)C=1C=C(C=C(C1)N1C2=CC=CC=C2C=2C=CC=CC12)N1C2=CC=CC=C2C=2C=CC=CC12)C=1C=C(C=C(C1)N1C2=CC=CC=C2C=2C=CC=CC12)N1C2=CC=CC=C2C=2C=CC=CC12 9,9',9'',9'''-((6-phenyl-1,3,5-triazin-2,4-diyl)bis(benzene-5,3,1-triyl))tetrakis(9H-carbazole)